((3-(5-(Dicyclopropylphosphoryl)-1-methyl-1H-pyrazol-3-yl)-2-methoxyphenyl)amino)-6-(pyridin-2-ylamino)pyridazine-3-carboxamide C1(CC1)P(=O)(C1CC1)C1=CC(=NN1C)C=1C(=C(C=CC1)NC1=C(N=NC(=C1)NC1=NC=CC=C1)C(=O)N)OC